(1-(pyridin-4-ylsulfonyl)piperidin-3-yl)(4-(2-(trifluoromethyl)quinolin-4-yl)piperazin-1-yl)methanone N1=CC=C(C=C1)S(=O)(=O)N1CC(CCC1)C(=O)N1CCN(CC1)C1=CC(=NC2=CC=CC=C12)C(F)(F)F